N2-(7-bromo-6-fluoro-3-methyl-2,3-dihydrobenzofuran-5-yl)-N4,6-dimethyl-pyrimidine-2,4-diamine BrC1=C(C(=CC=2C(COC21)C)NC2=NC(=CC(=N2)NC)C)F